BrC=1C=CC=C2C=C(NC12)C(=O)N[C@@H]1CN(CC1)CCCCC 7-bromo-N-[(3S)-1-pentylpyrrolidin-3-yl]-1H-indole-2-carboxamide